(benzyl-(1,3-dioxoisoindolin-2-yl)carbamoyl)-L-leucine tert-butyl ester C(C)(C)(C)OC([C@@H](NC(N(N1C(C2=CC=CC=C2C1=O)=O)CC1=CC=CC=C1)=O)CC(C)C)=O